N-diethylaminopropylamine C(C)N(NCCC)CC